(S)-(3-chloro-1-methyl-1H-1,2,4-triazol-5-yl)(4-(4-(trifluoromethyl)pyrazolo[1,5-a]pyridin-2-yl)-6,7-dihydro-1H-imidazo[4,5-c]pyridin-5(4H)-yl)methanone ClC1=NN(C(=N1)C(=O)N1[C@@H](C2=C(CC1)NC=N2)C2=NN1C(C(=CC=C1)C(F)(F)F)=C2)C